CC(CC(C)C)[O-] 1,3-dimethylbutanolate